6-(1-(4-(cyclohexyloxy)benzyl)-4-fluoro-1H-indole-7-carboxamido)spiro[3.3]heptane C1(CCCCC1)OC1=CC=C(CN2C=CC3=C(C=CC(=C23)C(=O)NC2CC3(CCC3)C2)F)C=C1